N-[(4-methoxyphenyl)methyl]methylamine COC1=CC=C(C=C1)CNC